8-(1-bromopropyl)-2-(4,4-dimethyl-1-piperidinyl)-6-methyl-chromen-4-one BrC(CC)C=1C=C(C=C2C(C=C(OC12)N1CCC(CC1)(C)C)=O)C